methyl 1-(5-((2,6-dichlorobenzyl)oxy)-4-fluoro-2,3-dihydro-1H-inden-1-yl)piperidine-4-carboxylate ClC1=C(COC=2C(=C3CCC(C3=CC2)N2CCC(CC2)C(=O)OC)F)C(=CC=C1)Cl